(S,E)-2-(1,2-dimethylpyrrolidin-2-yl)-N-((1,2,3,5,6,7-hexahydro-s-indacen-4-yl)carbamoyl)ethene-1-sulfonamide CN1[C@](CCC1)(C)/C=C/S(=O)(=O)NC(NC1=C2CCCC2=CC=2CCCC12)=O